FC=1C=C(CNCCCCOCCNC=2C=3C=NNC3C=C(C2)C2=NN=CN2)C=C(C1OC(F)(F)F)F N-(2-(4-((3,5-difluoro-4-(trifluoromethoxy)benzyl)amino)butoxy)ethyl)-6-(4H-1,2,4-triazol-3-yl)-1H-indazol-4-amine